(R)-1-(1-(3,3-difluorocyclobutyl)-8-methoxy-9-(1-methyl-1H-pyrazol-3-yl)-5,6-dihydroimidazo[5,1-a]isoquinoline-3-carbonyl)-2-methylpyrrolidine-2-carboxamide FC1(CC(C1)C=1N=C(N2C1C1=CC(=C(C=C1CC2)OC)C2=NN(C=C2)C)C(=O)N2[C@](CCC2)(C(=O)N)C)F